2-((4-methyl-5-(naphthalen-1-ylmethyl)thiazol-2-yl)amino)-2-oxoethyl methylsulfamate CNS(OCC(=O)NC=1SC(=C(N1)C)CC1=CC=CC2=CC=CC=C12)(=O)=O